ClC=1C=C2N(CCC3=CC(=C(C=C23)OC([2H])([2H])[2H])OC([2H])([2H])[2H])C(N1)=O 2-Chloro-9,10-di(2H3)methoxy-6H,7H-pyrimido[4,3-a]isoquinolin-4-one